C(C)(C)(C)OC(=O)C(CCCN)N t-butoxycarbonyl-1,4-butanediamine